N-(2-(1H-pyrazol-1-yl)benzyl)-2-chloro-9-cyclopentyl-9H-purin-6-amine N1(N=CC=C1)C1=C(CNC2=C3N=CN(C3=NC(=N2)Cl)C2CCCC2)C=CC=C1